tert-butyl 4-(4-(2-fluoro-4-(1-(4-fluorophenyl)-6-difluoromethoxy-2-oxo-1,2-dihydropyridine-3-carboxamido)phenoxy)-6,7-dihydropyrrolo[3,2,1-hi]-indazole-3-yl)-1H-pyrazole-1-carboxylate FC1=C(OC=2C(=C3C=NN4C3=C(C2)CC4)C=4C=NN(C4)C(=O)OC(C)(C)C)C=CC(=C1)NC(=O)C=1C(N(C(=CC1)OC(F)F)C1=CC=C(C=C1)F)=O